tert-butyl (trans-2-(5-bromothiophen-3-yl)cyclopropyl)carbamate BrC1=CC(=CS1)[C@H]1[C@@H](C1)NC(OC(C)(C)C)=O